NC=1SC=C(N1)C=1C(=C(C#N)C=CC1)C 3-(2-aminothiazol-4-yl)-2-methyl-benzonitrile